N,N'-diethyl-1,6-hexanediamine C(C)NCCCCCCNCC